methyl 3-((4-(5-(2-chloro-[1,1'-biphenyl]-3-yl)-1,3,4-oxadiazol-2-yl)benzyl)amino)propanoate ClC1=C(C=CC=C1C1=NN=C(O1)C1=CC=C(CNCCC(=O)OC)C=C1)C1=CC=CC=C1